NC1=NN2C(C=C(C=C2)C=2C(=CC(=C(C(=O)[O-])C2)C)C)=N1.[Li+] lithium 5-(2-amino-[1,2,4]triazolo[1,5-a]pyridin-7-yl)-2,4-dimethylbenzoate